C(#C)C=C ethynyl-ethylene